C1CCC2=C(C=3CCCC3C=C12)NC(=O)NS(=O)(=O)C=1C=CC=C2C=CC=NC12 N-((1,2,3,5,6,7-hexahydro-s-indacen-4-yl)carbamoyl)quinoline-8-sulfonamide